C(#N)C1=CC=C(C=C1)C1COC2=C(O1)C=CC=C2C2CCN(CC2)CC2=NC=1C(=NC(=CC1)C(=O)O)N2C[C@H]2OCC2 2-((4-(2-(4-cyanophenyl)-2,3-dihydrobenzo[b][1,4]dioxin-5-yl)piperidin-1-yl)methyl)-3-(((S)-oxetan-2-yl)methyl)-3H-imidazo[4,5-b]pyridine-5-carboxylic acid